(6S)-4-(4-iodophenyl)-2,3,6,9-tetramethyl-6H-thieno[3,2-f][1,2,4]triazolo[4,3-a][1,4]diazepine IC1=CC=C(C=C1)C1=N[C@H](C=2N(C3=C1C(=C(S3)C)C)C(=NN2)C)C